Diethyl ((3-methoxypyridine-2-sulfonimidoyl)methyl)phosphonate COC=1C(=NC=CC1)S(=O)(=N)CP(OCC)(OCC)=O